(2R)-3-amino-2-fluoropropane-1-ol NC[C@H](CO)F